ClC1=NN2C(N=CC3=C2[C@](C[C@@H]3C(=O)NC=3C=NC(=C(C3)Cl)N3N=CC=N3)(C(F)(F)F)C)=C1 (6s,8s)-2-chloro-N-(5-chloro-6-(2H-1,2,3-triazol-2-yl)pyridin-3-yl)-8-methyl-8-(trifluoromethyl)-7,8-dihydro-6H-cyclopenta[e]pyrazolo[1,5-a]pyrimidine-6-carboxamide